tri-iso-propyl orthopropionate C(CC)(OC(C)C)(OC(C)C)OC(C)C